CN1C(C(=C(C=C1C)[O-])NC(N[C@@H](CC(=O)[O-])C=1SC(=CC1)CC1=C(C=CC=C1)C)=O)=O.[Na+].[Na+] sodium (S)-3-(3-(1,6-dimethyl-4-oxido-2-oxo-1,2-dihydropyridin-3-yl)ureido)-3-(5-(2-methyl benzyl)thiophen-2-yl)propanoate